ClC1=NC=2N(C(=C1)N1[C@@H](COCC1)C)N=CC2 (R)-4-(5-chloropyrazolo[1,5-a]pyrimidin-7-yl)-3-methylmorpholine